(S)-3-methyl-4-(n-propyl)piperazine-1-carboxylic acid tert-butyl ester C(C)(C)(C)OC(=O)N1C[C@@H](N(CC1)CCC)C